N'-((1,2,3,5,6,7-hexahydro-s-indacen-4-yl)carbamoyl)-2-((R)-2-hydroxy-1-(2-methoxyethoxy)propan-2-yl)thiazole-5-sulfonimidamide C1CCC2=C(C=3CCCC3C=C12)NC(=O)N=S(=O)(N)C1=CN=C(S1)[C@](COCCOC)(C)O